C(C)(C)(C)OC(=O)N1C[C@H](CC1)OC1=C(C=C(C(=O)N2[C@H](CN(CC2)C(=O)OCC2=CC=CC=C2)C)C=C1)C1CCCCC1 Benzyl (S)-4-(4-(((S)-1-(tert-butoxycarbonyl) pyrrolidin-3-yl) oxy)-3-cyclohexylbenzoyl)-3-methylpiperazine-1-carboxylate